N-(8'-(3-hydroxy-3-methylazetidin-1-yl)-4'H-spiro[cyclopropane-1,5'-naphtho[2,1-d]isoxazol]-3'-yl)-2-methoxybenzenesulfonamide OC1(CN(C1)C1=CC=C2C3(CC=4C(=NOC4C2=C1)NS(=O)(=O)C1=C(C=CC=C1)OC)CC3)C